4-methyl-6-((4-(7-methyl-[1,2,4]triazolo[1,5-a]pyridin-6-yl)piperidin-1-yl)sulfonyl)-3,4-dihydro-2H-benzo[b][1,4]oxazine CN1C2=C(OCC1)C=CC(=C2)S(=O)(=O)N2CCC(CC2)C=2C(=CC=1N(C2)N=CN1)C